FC1=C(C=CC=C1COC)C#CC1=NNC2=C1C=1N(C(=N2)N2CCC3([C@@H]([C@@H](OC3)C)N)CC2)C=CN1 (3S,4S)-8-(9-((2-fluoro-3-(methoxymethyl)phenyl)ethynyl)-7H-imidazo[1,2-c]pyrazolo[4,3-e]pyrimidin-5-yl)-3-methyl-2-oxa-8-azaspiro[4.5]decan-4-amine